(E)-5-chloro-2-hydroxy-3-((1-hydroxy-2-methylpropyl-imino)meth-yl)phenyl 4-methylbenzoate CC1=CC=C(C(=O)OC2=C(C(=CC(=C2)Cl)/C=N/C(C(C)C)O)O)C=C1